[Co+2].FC1=C(C(=C(C(=C1F)F)F)F)C=1C2=CC=C(N2)C(=C2C=CC(C(=C3C=CC(=C(C=4C=CC1N4)C4=C(C(=C(C(=C4F)F)F)F)F)N3)C3=C(C(=C(C(=C3F)F)F)F)F)=N2)C2=C(C(=C(C(=C2F)F)F)F)F 5,10,15,20-tetra(2,3,4,5,6-pentafluorophenyl)porphyrin cobalt(II)